CS(=O)(=O)C1=CC=C(C=C1)C1=CNC=2N=CN=C(C21)N2CCOCC2 4-(5-(4-(methylsulfonyl)phenyl)-7H-pyrrolo[2,3-d]pyrimidin-4-yl)morpholine